COCC1NC(CN(C1)C=1C=C(C=C2C(=NC(=NC12)C)C=1N=NN(C1)C)S(=O)(=O)NC1(CC1)C)(C)C 8-(5-(methoxymethyl)-3,3-dimethylpiperazin-1-yl)-2-methyl-4-(1-methyl-1H-1,2,3-triazol-4-yl)-N-(1-methylcyclopropyl)quinazoline-6-sulfonamide